O=C1NC(CCC1N1C(C2=CC=C(C=C2C1=O)NCCCCCCN1N=CC(=C1)C1=NC2=C(C=CC=C2N=C1)N1CCOCC1)=O)=O (2,6-Dioxopiperidin-3-yl)-5-((6-(4-(8-morpholinoquinoxalin-2-yl)-1H-pyrazol-1-yl)hexyl)amino)isoindoline-1,3-dione